NC1=CC(=C2C(=N1)C=C(S2)C2=CC=NN2)NC2CCC(CC2)O 4-((5-amino-2-(1H-pyrazol-5-yl)thieno[3,2-b]pyridin-7-yl)amino)-1-cyclohexanol